N1C=C(C2=CC=CC=C12)NC(=O)C1=CC=C2C(C(NC2=C1)=O)(C)C N-(1H-indol-3-yl)-3,3-dimethyl-2-oxoindole-6-carboxamide